ClC1=C(C=CC(=C1F)F)C1N=C(NC(=C1C(=O)OC)[C@@H]1CC[C@H](CC1)NS(N)(=O)=O)C=1SC=CN1 (trans)-Methyl 4-(2-chloro-3,4-difluorophenyl)-6-(4-(sulfamoylamino)cyclohexyl)-2-(thiazol-2-yl)-1,4-dihydropyrimidine-5-carboxylate